chlorobis(9-fluorenyl)phosphine heptadecafluorodecyl-acrylate FC(C(C(C(C(C(C(F)(F)OC(C=C)=O)(F)F)(F)F)(F)F)(F)F)(F)F)(CCC(F)(F)F)F.ClP(C1C2=CC=CC=C2C=2C=CC=CC12)C1C2=CC=CC=C2C=2C=CC=CC12